N-(5-(2-methoxy-3-(1-methyl-1H-1,2,4-triazol-3-yl)phenyl)-8-(methylamino)-2,7-naphthyridin-3-yl)cyclopropanecarboxamide formate salt C(=O)O.COC1=C(C=CC=C1C1=NN(C=N1)C)C1=C2C=C(N=CC2=C(N=C1)NC)NC(=O)C1CC1